O-acetyl-N-(2-(4-((tert-butoxycarbonyl) amino) phenyl) thiazole-4-carbonyl)-L-seryl-L-alaninate C(C)(=O)OC[C@H](NC(=O)C=1N=C(SC1)C1=CC=C(C=C1)NC(=O)OC(C)(C)C)C(=O)N[C@@H](C)C(=O)[O-]